5-nitro-1-cyclohexene [N+](=O)([O-])C1CCC=CC1